5,8,11,14-tetraoxa-2-azaheptadecane CNCCOCCOCCOCCOCCC